ClC1=CC=C(C=C1)[C@@H]1[C@H]([N+](=C(C1)C)[O-])C(=O)NC1=C(C(=CC=C1)F)F (2s,3r)-3-(4-chlorophenyl)-N-(2,3-difluorophenyl)-3,4-dihydro-5-methyl-2H-pyrrole-2-carboxamide 1-oxide